(6Ar,10aR)-6,6,9-trimethyl-3-(2-methylheptan-2-yl)-6a,7,10,10a-tetrahydrobenzo[c]chromen-1-ol CC1(OC=2C=C(C=C(C2[C@H]2[C@H]1CC=C(C2)C)O)C(C)(CCCCC)C)C